2-amino-5-(methoxymethyl)benzoic acid methyl ester COC(C1=C(C=CC(=C1)COC)N)=O